6-methyl-5-nitropyridin-3-amine CC1=C(C=C(C=N1)N)[N+](=O)[O-]